C(C)OC(=O)C1=NOC(=C1)C=1C=C2C(=CN(C2=CC1)CC(C)C)C#N 5-(N-isobutyl-3-cyanoindol-5-yl)isoxazole-3-carboxylic acid ethyl ester